7-fluoro-3-(3-(4-isobutyrylpiperazin-1-yl)-3-oxopropyl)isoquinolin-1(2H)-one FC1=CC=C2C=C(NC(C2=C1)=O)CCC(=O)N1CCN(CC1)C(C(C)C)=O